CC1=C(C=CC=C1)OC(NC1=CC=CC=C1)=O N-phenyl-carbamic acid (methylphenyl) ester